Cl.FC1=CC=C(C=C1)C1=NN2C(CNC[C@@H]2C(=O)N)=C1C1=CC=NC=C1 |r| (7RS)-2-(4-fluorophenyl)-3-(pyridin-4-yl)-4,5,6,7-tetrahydropyrazolo[1,5-a]pyrazine-7-carboxamide hydrogen chloride